(5S,8S)-N-(2,3-dichloro-benzyl)-5-fluoro-8-hydroxy-5,6,7,8-tetrahydro-quinoline-5-carboxamide ClC1=C(CNC(=O)[C@]2(C=3C=CC=NC3[C@H](CC2)O)F)C=CC=C1Cl